O1N=CC=C1CC(=O)NC1=NNC(=C1)[C@@H]1C[C@@H](CC1)N(C([O-])=O)[C@H]1[C@H](CCC1)C (1R,3S)-3-{3-[(1,2-oxazol-5-ylacetyl)amino]-1H-pyrazol-5-yl}cyclopentyl[(1R,2S)-2-methylcyclopentyl]carbamate